C(C)OC(C1=C(N=C(C=C1)C(F)(F)F)COCCOC)=O 2-((2-methoxyethoxy)methyl)-6-(trifluoromethyl)nicotinic acid ethyl ester